O=C1NC(CCC1C=1C(=NC=CC1)C(=O)N)=O (2,6-Dioxopiperidin-3-yl)pyridineamide